3-(3-aminoprop-1-yn-1-yl)-N-(2,6-dioxopiperidin-3-yl)-2-fluorobenzamide NCC#CC=1C(=C(C(=O)NC2C(NC(CC2)=O)=O)C=CC1)F